3-chloro-N-{(1S)-1-[1-(5-cyanopyridin-2-yl)-3-isopropyl-1H-1,2,4-triazol-5-yl]ethyl}-5-[(2,2,2-trifluoroethyl)sulfonyl]benzamide ClC=1C=C(C(=O)N[C@@H](C)C2=NC(=NN2C2=NC=C(C=C2)C#N)C(C)C)C=C(C1)S(=O)(=O)CC(F)(F)F